5-(2-oxo-1,3,3a,4,6,6a-hexahydrothieno[3,4-d]imidazol-4-yl)pentanamide O=C1NC2C(N1)CSC2CCCCC(=O)N